piperazin-1-yl(carbonyl)-3-fluorobenzonitrile N1(CCNCC1)C(=O)C1=C(C#N)C=CC=C1F